tert-butyl 4-[3-(4-piperidyloxymethyl)cyclobutoxy]piperidine-1-carboxylate N1CCC(CC1)OCC1CC(C1)OC1CCN(CC1)C(=O)OC(C)(C)C